1-((1R,2S)-1-hydroxy-2-((S)-5H-imidazo[5,1-a]isoindol-5-yl)-7-azaspiro[3.5]nonan-7-yl)-2-(3-methylisoxazol-5-yl)ethan-1-one O[C@@H]1[C@@H](CC12CCN(CC2)C(CC2=CC(=NO2)C)=O)[C@@H]2N1C(C3=CC=CC=C23)=CN=C1